N-(4-(5-(2-(4,4-difluoropiperidin-1-yl)-6-methylpyrimidin-4-yl)-4H-1,2,4-triazol-3-yl)-3-(6-azaspiro[2.5]octan-6-yl)phenyl)-2-hydroxyethane-1-sulfonamide FC1(CCN(CC1)C1=NC(=CC(=N1)C=1NC(=NN1)C1=C(C=C(C=C1)NS(=O)(=O)CCO)N1CCC2(CC2)CC1)C)F